C(#N)C=1N=COC1C 4-cyano-5-methyloxazol